5,7-dihydroxy-2-[4-hydroxy-3-(3-methyl-2-buten-1-yl)phenyl]-8-(3-methyl-2-buten-1-yl)-4H-1-benzopyran-4-one OC1=CC(=C(C2=C1C(C=C(O2)C2=CC(=C(C=C2)O)CC=C(C)C)=O)CC=C(C)C)O